ClC=1C=CC(=C(C1)C1=CC(=CN=N1)NC1=CC=NC2=CC(=CC=C12)OCCC1CCN(CC1)C)F N-[6-(5-chloro-2-fluorophenyl)pyridazin-4-yl]-7-[2-(1-methylpiperidin-4-yl)ethoxy]-quinolin-4-amine